O=C1NC(CCC1N1CC2(CCN(CC2)C(=O)O)CC2=CC=CC=C12)=O.ClC1=NC=C(C=C1)C1OCC1 2-chloro-5-(oxetan-2-yl)pyridine 1-(2,6-dioxo-3-piperidyl)spiro[2,4-dihydroquinoline-3,4'-piperidine]-1'-carboxylate